2-(4,4-difluoropiperidinyl)-6-methylpyridine-3,4-diamine FC1(CCN(CC1)C1=NC(=CC(=C1N)N)C)F